[U+6].[Cr](=O)(=O)([O-])[O-].[Cr](=O)(=O)([O-])[O-].[Cr](=O)(=O)([O-])[O-] chromate uranium